1-[3-fluoro-4-(4-piperidyl)phenyl]hexahydropyrimidine-2,4-dione FC=1C=C(C=CC1C1CCNCC1)N1C(NC(CC1)=O)=O